COCCCNC(CCC(=O)NC1=C2CN(C(C2=CC=C1)=O)C1C(N(C(CC1)=O)C)=O)=O N1-(3-Methoxypropyl)-N4-(2-(1-methyl-2,6-dioxopiperidin-3-yl)-1-oxoisoindolin-4-yl)succinamide